C(CC(=O)O)(=O)O.C(C=C)=O.C(C=C)=O prop-2-en-1-one hemi-malonate